CN1N=CC2=CC=C(C=C12)C1=C2CN(C(C2=CC=C1)=O)CC1(CC1)C#N 1-{[4-(1-methyl-1H-indazol-6-yl)-1-oxo-2,3-dihydro-1H-isoindol-2-yl]methyl}cyclopropane-1-carbonitrile